CN(C(=O)[C@H]1CN(C)[C@@H]2CC3=CNC4=CC=CC(C2=C1)=C34)C(C)C D-lysergic acid methylisopropyl amide